P(=O)(O)(O)OC[C@@H]1[C@@H]([C@@H]([C@H](C(O)O1)NC(C)=O)O)O N-acetyl-galactosamine 6-phosphate